C(C)(C)(C)N1CC(CC1)C1=CC=C(C=C1)Br tert-butyl-3-(4-bromophenyl)pyrrolidine